isopropyl 2-(6-((R)-1-((tert-butoxycarbonyl)amino)ethyl)-1-(((1S,2S)-2-vinylcyclopropyl)methyl)-1H-pyrrolo[2,3-b]pyridin-2-yl)-7-methoxy-1-methyl-1H-benzo[d]imidazole-5-carboxylate C(C)(C)(C)OC(=O)N[C@H](C)C1=CC=C2C(=N1)N(C(=C2)C2=NC1=C(N2C)C(=CC(=C1)C(=O)OC(C)C)OC)C[C@@H]1[C@@H](C1)C=C